4-(4-((3-methoxyphenyl)sulfonyl)phenyl)-2,4-dihydro-3H-1,2,4-triazole-3-thione COC=1C=C(C=CC1)S(=O)(=O)C1=CC=C(C=C1)N1C(NN=C1)=S